C(C=C)OC1=C(C=CC=C1)I 1-(allyloxy)-2-iodobenzene